nitrogen (2-(1-hydroxyallyl)phenyl)methylsulfonamide OC(C=C)C1=C(C=CC=C1)CS(=O)(=O)N.[N]